1-[3-(hydroxyethyl)-6-[5-[(4-methoxypyridazin-3-yl)amino]benzimidazol-1-yl]-2-pyridyl]-5-methyl-pyrazole-3-carbonitrile OCCC=1C(=NC(=CC1)N1C=NC2=C1C=CC(=C2)NC=2N=NC=CC2OC)N2N=C(C=C2C)C#N